bis-(3-acryloxy-2-hydroxypropyl) ether C(C=C)(=O)OCC(COCC(COC(C=C)=O)O)O